methyl (3s)-3-hydroxy-2-methylenebutanoate O[C@H](C(C(=O)OC)=C)C